ClC1=CC2=C(C=N1)C=C(N2C)C2=NC(=NC=C2)Cl 6-chloro-2-(2-chloropyrimidin-4-yl)-1-methyl-1H-pyrrolo[3,2-c]pyridine